3-amino-N-(3-(4-fluorophenyl)pyrrolidin-3-yl)-4-(trifluoromethoxy)benzene-sulfonamide NC=1C=C(C=CC1OC(F)(F)F)S(=O)(=O)NC1(CNCC1)C1=CC=C(C=C1)F